FCC1=NC=CC=C1C1(CC1)C(=O)O 1-(2-(fluoromethyl)pyridin-3-yl)cyclopropane-1-carboxylic acid